C1(=CC=CC=C1)C1=NC(=NC(=N1)C1=CC=CC=C1)C=1C=C(C=C(C1)N1C2=CC=CC=C2C=2C=C(C=CC12)C1=CC2=C(OC3=C2C=CC=C3)C=C1)N1C3=CC=CC=C3C=3C=C(C=CC13)C1=CC3=C(OC2=C3C=CC=C2)C=C1 9,9'-(5-(4,6-diphenyl-1,3,5-triazin-2-yl)-1,3-phenylene)bis(3-(dibenzo[b,d]furan-2-yl)-9H-carbazole)